ClC=1C=2N(C=CC1)C(=CN2)C2=NC(=NC=C2)NC=2C(=CC(=C(C2)NC(C=C)=O)N(C)CCN(C)C)OC N-(5-((4-(8-chloroimidazo[1,2-a]pyridin-3-yl)pyrimidin-2-yl)amino)-2-((2-(dimethylamino)-ethyl)(methyl)amino)-4-methoxyphenyl)acrylamide